FC1(CCCCC1)CNC=1N=CC2=C(N1)NC=C2C2=CC=1N(C=C2)N=CC1C(=O)NC1CCN(CC1)C 5-(2-(((1-fluorocyclohexyl)methyl)amino)-7H-pyrrolo[2,3-d]pyrimidin-5-yl)-N-(1-methylpiperidin-4-yl)pyrazolo[1,5-a]pyridine-3-carboxamide